Cl.FC(C=1C(=NC=CC1)CNC(=O)C1CNC1)(F)F N-{[3-(trifluoromethyl)pyridin-2-yl]methyl}azetidine-3-carboxamide hydrochloride